2-(trifluoromethyl)-5-(3-methoxyphenyl)-N-(3-(2,2-difluoropropyl)-1,2,4-thiadiazol-5-yl)furan-3-carboxamide FC(C=1OC(=CC1C(=O)NC1=NC(=NS1)CC(C)(F)F)C1=CC(=CC=C1)OC)(F)F